C(CCCCC)OC(CO)COCCCCCC 2,3-bis(hexyloxy)-1-propanol